C[C@@H]1N([C@H](CN(C1)C=1N=CC2=C(N1)C(=NC=N2)NC2=CC(=C(C=C2)OC2=CC1=C(N(N=N1)C)C=C2)C)C)C(C=C)=O 1-((2S,6S)-2,6-dimethyl-4-(8-((3-methyl-4-((1-methyl-1H-benzo[d][1,2,3]triazol-5-yl)oxy)phenyl)amino)pyrimido[5,4-d]pyrimidin-2-yl)piperazin-1-yl)prop-2-en-1-one